8-(4-Aminopyridin-2-yl)-N-(6-morpholinylpyridin-3-yl)quinazolin-2-amine NC1=CC(=NC=C1)C=1C=CC=C2C=NC(=NC12)NC=1C=NC(=CC1)N1CCOCC1